COC=1C(=NC=CC1)S(=O)(=O)N 3-methoxypyridine-2-sulfonamide